5-((5-Chloroisoquinolin-1-yl)amino)-N-((2,3-dihydrobenzofuran-5-yl)methyl)pyridinecarboxamide tert-butyl-(2S,3R)-3-amino-2-(((benzyloxy)carbonyl)-amino)butanoate C(C)(C)(C)OC([C@H]([C@@H](C)N)NC(=O)OCC1=CC=CC=C1)=O.ClC1=C2C=CN=C(C2=CC=C1)NC=1C=CC(=NC1)C(=O)NCC=1C=CC2=C(CCO2)C1